N4-(4-(2-amino-5-methylpyrimidin-4-yl)phenyl)-N2-(3-nitrobenzyl)pyrimidine-2,4-diamine NC1=NC=C(C(=N1)C1=CC=C(C=C1)NC1=NC(=NC=C1)NCC1=CC(=CC=C1)[N+](=O)[O-])C